tert-butyl (3S,4R)-3-(4-chlorophenyl)-4-{[(3,5-dichlorophenyl)(methyl)carbamoyl](methyl)amino}pyrrolidine-1-carboxylate ClC1=CC=C(C=C1)[C@H]1CN(C[C@@H]1N(C)C(N(C)C1=CC(=CC(=C1)Cl)Cl)=O)C(=O)OC(C)(C)C